COC(=O)C12C=CC(CC1)C2 methoxycarbonyl-bicyclo[2.2.1]hept-2-ene